C(C)N1C(NC2=NC=CC(=C21)C=2C=NN(C2)C(=O)NCC(F)(F)F)=O 4-(1-ethyl-2,3-dihydro-2-oxo-1H-imidazo[4,5-b]pyridin-7-yl)-N-(2,2,2-trifluoroethyl)-1H-pyrazole-1-carboxamide